2-(2-methoxyphenyl)-4,5,6,7-tetrahydropyrazolo[1,5-a]pyrazine COC1=C(C=CC=C1)C1=NN2C(CNCC2)=C1